4-cyclopropyl-N-(2-methylpyridin-4-yl)-3-[(3R)-oxolan-3-yl]-1,2-thiazole-5-carboxamide C1(CC1)C=1C(=NSC1C(=O)NC1=CC(=NC=C1)C)[C@@H]1COCC1